C(C)(C)(C)C1N=C(OC1)C=1C=CC=C2C=CC=NC12 4-tert-butyl-2-(8-quinolinyl)-4,5-dihydro-oxazole